2-(3-((2-Isopropyl-4-oxo-5,6,7,8-tetrahydroquinazolin-3(4H)-yl)methyl)isoxazol-5-yl)-4-methoxybenzonitrile C(C)(C)C1=NC=2CCCCC2C(N1CC1=NOC(=C1)C1=C(C#N)C=CC(=C1)OC)=O